C(C=C)OC(=O)C=1C=NC(=NC1)N1CC[C@@H]2N(CC([C@@H]21)(F)F)C(=O)OC(C)(C)C (cis)-tert-butyl 4-(5-((allyloxy) carbonyl) pyrimidin-2-yl)-3,3-difluorohexahydropyrrolo[3,2-b]pyrrole-1(2H)-carboxylate